FC1=C(C(=O)N(C)C)C=C(C(=C1)NC1=NNC2=CC(=CC=C12)[C@@H]1C[C@@]12C(NC1=CC=C(C=C21)OC)=O)OC 2-fluoro-5-methoxy-4-({6-[(1R,2S)-5'-methoxy-2'-oxo-1',2'-dihydrospiro[cyclopropane-1,3'-indol]-2-yl]-1H-indazol-3-yl}amino)-N,N-dimethylbenzamide